ClC1=NC=C(C(=N1)C1=CC(=C2C(NC(C2=C1)=O)C)P(=O)(C)C)F 6-(2-chloro-5-fluoropyrimidin-4-yl)-4-(dimethylphosphoryl)-3-methyl-1-oxoisoindoline